CN(C(/C=C/CC[C@@H](C(=O)NC=1C(N(C=CC1)CC1=NC2=C(N1C(=O)OC(C)(C)C)C=C(C(=C2)F)F)=O)NC(=O)OC)=O)C tert-butyl (S,E)-2-((3-(7-(dimethylamino)-2-((methoxycarbonyl)amino)-7-oxohept-5-enamido)-2-oxopyridin-1(2H)-yl)methyl)-5,6-difluoro-1H-benzo[d]imidazole-1-carboxylate